4-Amino-N-(trans-4-hydroxycyclohexyl)-7-(2-fluoro-4-pyridinyl)pyrrolo[2,1-f][1,2,4]triazine-5-carboxamide NC1=NC=NN2C1=C(C=C2C2=CC(=NC=C2)F)C(=O)N[C@@H]2CC[C@H](CC2)O